C1(=CC=CC=C1)C1=CC2=CC(=C(C=C2C=C1C1=CC=CC=C1)C1=CC=CC=C1)C1=CC=CC=C1 2,3,6,7-Tetraphenyl-naphthalene